F[C@@H]1C[C@H](N(C1)C(CN1N=C(C2=CC(=CC=C12)C=1C=NC(=NC1)C)[C@H](C)O)=O)C(=O)O (2S,4R)-4-fluoro-1-(2-(3-((S)-1-hydroxyethyl)-5-(2-methylpyrimidin-5-yl)-1H-indazol-1-yl)acetyl)pyrrolidine-2-carboxylic acid